CC1=NC(=NC2=CC=CC=C12)NC(=N)NCCN1CCCCC1 1-(4-Methylquinazolin-2-yl)-3-(2-(piperidin-1-yl)ethyl)guanidine